tertiary butyl-methyl-diethoxysilane C(C)(C)(C)[Si](OCC)(OCC)C